(thio)morpholine C1COC(CN1)S